CC=1OC=CC(C1OC(C1=C(C=CC=C1)O)=O)=O 2-Hydroxybenzoic acid 2-methyl-4-oxo-4H-pyran-3-yl ester